1-(2-ethylhexyl)-3-cyclohexylimidazolium C(C)C(CN1C=[N+](C=C1)C1CCCCC1)CCCC